4-[4-(2-aminoethyl)phenyl]-3-(6-pyrrolidin-1-ylpyridazin-4-yl)sulfanylbenzonitrile NCCC1=CC=C(C=C1)C1=C(C=C(C#N)C=C1)SC1=CN=NC(=C1)N1CCCC1